7-Methoxyspiro[chroman-4,1'-cyclobutane]-2-one COC1=CC=C2C(=C1)OC(CC21CCC1)=O